C(=O)NCCCCCCCC(=O)OCC(CCCCCC)CCCC 2-butyloctyl 8-formamidooctanoate